C12C(C3CC(CC(C1)C3)C2)NCCCCNCC2=NN(C(=C2C)C2=CC=C(C=C2)Cl)C2=C(C=C(C=C2)Cl)Cl N1-((1r,3r,5r,7r)-adamantan-2-yl)-N4-((5-(4-chlorophenyl)-1-(2,4-dichlorophenyl)-4-methyl-1H-pyrazol-3-yl)methyl)butane-1,4-diamine